CN([C@H]1CN(CC1)C=1C=C(C=CC1)NC=1N=C(C2=C(N1)NC=C2)N2OCC[C@H]2C2=CC=CC=C2)C N-(3-((R)-3-(dimethylamino)pyrrolidin-1-yl)phenyl)-4-((S)-3-phenylisoxazolidin-2-yl)-7H-pyrrolo[2,3-d]pyrimidin-2-amine